C(C)N(CCOCCOC)CC N,N-diethyl-N-[2-(2-methoxyethoxy)ethyl]amine